N-(4-(4-amino-5-(4-(pyrimidin-2-yloxy)phenyl)pyrazolo[5,1-f][1,2,4]triazin-6-yl)phenyl)acrylamide NC1=NC=NN2C1=C(C(=N2)C2=CC=C(C=C2)NC(C=C)=O)C2=CC=C(C=C2)OC2=NC=CC=N2